N-methyl-2-phenyl-9H-carbazol-3-amine CNC=1C(=CC=2NC3=CC=CC=C3C2C1)C1=CC=CC=C1